ClC1=C(C=CC=C1C1=NC=CC(=C1Cl)C1=NC(=C(C=C1)CNCC1NC(CC1)=O)OC)NC(=O)C=1SC(=CN1)CNCCO N-(2-chloro-3-(3'-chloro-6-methoxy-5-((((5-oxopyrrolidin-2-yl)methyl)amino)methyl)-[2,4'-bipyridin]-2'-yl)phenyl)-5-(((2-hydroxyethyl)amino)methyl)thiazole-2-carboxamide